C1(CCCCC1)[Si](OC)(OC)C1CCCCC1 dicyclohexyl-dimethoxysilane